(3S)-7-{[3-(2-amino-5-fluoroquinazolin-6-yl)-2,4-difluorophenyl]sulfamoyl}-5-chloro-2,3-dihydro-1-benzofuran-3-yl acetate C(C)(=O)O[C@@H]1COC2=C1C=C(C=C2S(NC2=C(C(=C(C=C2)F)C=2C(=C1C=NC(=NC1=CC2)N)F)F)(=O)=O)Cl